CN(CCCNC(=O)C(=O)NCCCN(C)C)C N,N'-bis(3-dimethylaminopropyl)-oxamide